chromium trioxide [O-2].[O-2].[O-2].[Cr+6]